4-bromo-N-(1-(6-(2-chlorophenyl)pyridazin-3-yl)piperidin-3-yl)benzamide BrC1=CC=C(C(=O)NC2CN(CCC2)C=2N=NC(=CC2)C2=C(C=CC=C2)Cl)C=C1